tert-butyl 1-(1-(2,2-difluoroethyl)-1H-pyrazolo[3,4-b]pyrazin-6-yl)-1,4,6,7-tetrahydro-5H-pyrazolo[4,3-c]pyridine-5-carboxylate FC(CN1N=CC=2C1=NC(=CN2)N2N=CC=1CN(CCC12)C(=O)OC(C)(C)C)F